[Si](C)(C)(C(C)(C)C)OC[C@@H]1[C@H]([C@@H]([C@H]([C@H](O)O1)O)O)O 6-O-tert-butyldimethylsilyl-beta-D-glucopyranose